CC1=CC(=NN1C1=CC=C(C=C1)OC(F)(F)F)N1C2CN(C(C1)C2)C(=O)OC(C)(C)C tert-butyl 5-[5-methyl-1-[4-(trifluoromethoxy) phenyl] pyrazol-3-yl]-2,5-diazabicyclo[2.2.1]heptane-2-carboxylate